5-(6-bromohexyl)bicyclo[2.2.1]hept-2-ene BrCCCCCCC1C2C=CC(C1)C2